OC1=C2C=C(C(N(C2=CC(=C1)C1(C(COCC1)[2H])[2H])C)=O)C 5-hydroxy-1,3-dimethyl-7-(tetrahydro-2H-pyran-4-yl-3,4-d2)quinolin-2(1H)-one